COC(=O)C1=CC=C(C=C1)OB(O)O p-methoxycarbonyl-phenyl-boric acid